FC(S(=O)(=O)OS(=O)(=O)C(F)(F)F)(F)F.[Li] lithium trifluoromethanesulfonic anhydride